(3-([BENZYL(METHYL)AMINO]METHYL)PHENYL)BORANEDIOL C(C1=CC=CC=C1)N(C)CC=1C=C(C=CC1)B(O)O